ClC=1C=C(C=CC1)C=1C(=NC(=CC1CC)N)N 3-(3-chlorophenyl)-4-ethylpyridine-2,6-diamine